5-bromo[3,3'-bipyridin]-2-amine BrC=1C=C(C(=NC1)N)C=1C=NC=CC1